NC[C@H]1N(CCC2=C(C=CC(=C12)O)Br)C(=O)OC(C)(C)C tert-butyl (S)-1-(aminomethyl)-5-bromo-8-hydroxy-3,4-dihydroisoquinoline-2(1H)-carboxylate